C1(CC1)C=1OC(=CN1)C1=CC(=NC=C1)N(C(=O)C1CCC(CC1)N1CC(C1)O)CC12CCC(CC1)(CC2)C2=CC(=C(C=C2)OC)C 4-((4-(2-Cyclopropyloxazol-5-yl)pyridin-2-yl)((4-(4-methoxy-3-methylphenyl)bicyclo[2.2.2]octan-1-yl)methyl)carbamoyl)cyclohexyl-3-hydroxyazetidine